FC=1C=C(C=C(C1[C@H]1N([C@@H](CC2=C1NC1=C2SC=N1)C)CC(F)F)F)NC1CN(C1)CCCF N-(3,5-Difluoro-4-((5R,7R)-7-methyl-6-(2,2-Difluoroethyl)-5,6,7,8-Tetrahydro-4H-thiazolo[5',4':4,5]Pyrrolo[2,3-c]pyridin-5-yl)phenyl)-1-(3-Fluoropropyl)azetidin-3-amine